1,1,3,3-tetramethylbutyliodide CC(CC(C)(C)C)(C)I